Ethyl 2-(4-chloro-3-methyl-2,6-dioxo-pyrimidin-1-yl)acetate ClC=1N(C(N(C(C1)=O)CC(=O)OCC)=O)C